6-bromo-5-fluoro-spiro[2,3-dihydroisoquinoline-4,1'-cyclopropane] BrC=1C(=C2C(=CC1)CNCC21CC1)F